ClC1=NC(=CN=C1)N1CCC(CC1)(F)F 2-chloro-6-(4,4-difluoro-1-piperidyl)pyrazine